ClC=1C=C(C=CC1OC1=CC(=CC=C1)OC)NC1=C2C=C(NC2=C(C=C1)F)C(=O)OCC Ethyl 4-((3-chloro-4-(3-methoxyphenoxy) phenyl) amino)-7-fluoro-1H-indole-2-carboxylate